C(C1=CC=CC=C1)N1CCC(CC1)NC(CN1S(C2=C(C3=C1C=CC(=C3)C(F)(F)F)C=CC=C2)(=O)=O)=O N-(1-benzylpiperidin-4-yl)-2-[5,5-dioxido-9-(trifluoromethyl)-6H-dibenzo[c,e][1,2]thiazin-6-yl]acetamide